6-(3-Fluoro-4-propoxyphenyl)-N-[(2-oxo-1H-pyridin-3-yl)sulfonyl]-2-(2,4,6-trimethylphenoxy)pyridin-3-carboxamid FC=1C=C(C=CC1OCCC)C1=CC=C(C(=N1)OC1=C(C=C(C=C1C)C)C)C(=O)NS(=O)(=O)C=1C(NC=CC1)=O